1-chloro-9,10-bis(n-hexylcarbonyloxy)anthracene ClC1=CC=CC2=C(C3=CC=CC=C3C(=C12)OC(=O)CCCCCC)OC(=O)CCCCCC